O.C1(=CC=C(C=C1)S(=O)(=O)O)C para-tolyl-sulfonic acid monohydrate